(S)-2-((S)-4-(2-chloro-5-cyano-3-((8-cyano-4-(cyclopropylamino)pyrazolo[1,5-a][1,3,5]triazin-2-yl)amino)phenyl)-3-cyclopropylpiperazin-1-yl)propanamide ClC1=C(C=C(C=C1NC1=NC=2N(C(=N1)NC1CC1)N=CC2C#N)C#N)N2[C@H](CN(CC2)[C@H](C(=O)N)C)C2CC2